[Ga].[Pb].[Sn].[Bi] bismuth-tin-lead-gallium